COC=1C=C2CCNCC2=CC1NC1=NC2=CC(=CC=C2C=N1)C1=CC=C(C=C1)S(=O)(=O)N1CCCC1 N-(6-methoxy-1,2,3,4-tetrahydroisoquinolin-7-yl)-7-{4-[(pyrrolidin-1-yl)sulfonyl]phenyl}quinazolin-2-amine